ClC1=C(C(=CC=C1)C(F)(F)F)S(=O)(=O)N 2-chloro-6-trifluoromethyl-benzenesulfonamide